1-(tert-butoxycarbonyl)pyrrole-2-carboxylic acid C(C)(C)(C)OC(=O)N1C(=CC=C1)C(=O)O